4-hydroxy-1-(1-methylpyrazol-4-yl)-6-oxo-pyridazine-3-carboxylic acid methyl ester COC(=O)C1=NN(C(C=C1O)=O)C=1C=NN(C1)C